N-(2-cyano-4-(6-fluoropyridin-3-yl)-3-(4-(4-methyl-4H-1,2,4-triazol-3-yl)piperidin-1-yl)phenyl)methanesulfonamide C(#N)C1=C(C=CC(=C1N1CCC(CC1)C1=NN=CN1C)C=1C=NC(=CC1)F)NS(=O)(=O)C